N-(4-methoxyphenyl)-1-{3-fluoro-4-[6-methoxy-7-(3-morpholinopropoxy)quinolin-4-yloxy]phenyl}-4-methyl-6-oxo-1,6-dihydropyridazine-3-carboxamide COC1=CC=C(C=C1)NC(=O)C1=NN(C(C=C1C)=O)C1=CC(=C(C=C1)OC1=CC=NC2=CC(=C(C=C12)OC)OCCCN1CCOCC1)F